NC(C(CO)(C)C)CO 3-amino-2,2-dimethyl-1,4-butanediol